1-(3-(1,1-difluoro-2-hydroxyethyl)-4-methyl-1-phenyl-1H-pyrazol-5-yl)-3-((3S,4R)-4-(4-fluorophenyl)-1-(2-methoxyethyl)pyrrolidin-3-yl)urea FC(CO)(F)C1=NN(C(=C1C)NC(=O)N[C@@H]1CN(C[C@H]1C1=CC=C(C=C1)F)CCOC)C1=CC=CC=C1